C(C1=CC=CC=C1)C1=C(C(=C(O1)C1=CC(=CC=C1)C)C#N)C1=C(C=CC=C1)O 5-benzyl-4-(ortho-hydroxyphenyl)-2-(meta-methylphenyl)-3-furancarbonitrile